OCC1CC2(CCC2)CCN1C(=O)[O-] 6-(hydroxymethyl)-7-azaspiro[3.5]nonane-7-carboxylate